Oxiran-2-ylmethyl acrylate C(C=C)(=O)OCC1OC1